C(C)(C)(C)OC(=O)C1CN(C1)CC1=CC=C(C=C1)C1=CN=C([Se]1)C1=CC=C(C=C1)C(C)(C)C 1-(4-(2-(4-tert-butylphenyl)-1,3-selenazol-5-yl)benzyl)azetidine-3-carboxylic acid tert-butyl ester